N=1C=NN2C1C=C(C=C2)OC2=CC(=C(C=C2C)NC2=NC=NC1=CC(=CC(=C21)O[C@@H]2C(CN(CC2)C)(F)F)OC)F (S)-N-(4-([1,2,4]triazolo[1,5-a]pyridin-7-yloxy)-2-fluoro-5-methylphenyl)-5-((3,3-difluoro-1-methylpiperidin-4-yl)oxy)-7-methoxyquinazolin-4-amine